8-methoxy-2-oxo-1,2-dihydroquinoline-3-carboxylic acid ethyl ester C(C)OC(=O)C=1C(NC2=C(C=CC=C2C1)OC)=O